methyl (iso-butyl) ketone C(C(C)C)C(=O)C